ClC1=C2C(=NC=C1)C=C(S2)C2(CC2)NC(OCC2C1=CC=CC=C1C=1C=CC=CC21)=O 9H-fluoren-9-ylmethyl N-[1-(7-chlorothieno[3,2-b]pyridin-2-yl)cyclopropyl]carbamate